ClC1=CC=C(C=C1)C=1C=2C(=C(SC2N2C(=NN=C2[C@@H](N1)CC(=O)ON1C(CCC1=O)=O)C)C)C 1-(2-{(S)-7-(p-chlorophenyl)-4,5,13-trimethyl-3-thia-1,8,11,12-tetraazatricyclo[8.3.0.02,6]trideca-2(6),4,7,10,12-pentaen-9-yl}acetyloxy)-2,5-pyrrolidinedione